1-(1-anthryl)-ethanol C1(=CC=CC2=CC3=CC=CC=C3C=C12)C(C)O